CN(CCNC1=NC2=CN=CC=C2C2=C1NC1=C2C=CN=C1)C N1,N1-dimethyl-N2-(7H-pyrido[4',3':4,5]pyrrolo[2,3-c][1,7]naphthyridin-6-yl)ethane-1,2-diamine